2-azabicyclo[2.2.2]Octane C12NCC(CC1)CC2